bis[3-(3,6-dimethyl-2-hydroxybenzyl)-2-hydroxy-5-methylphenyl]methane CC=1C(=C(CC=2C(=C(C=C(C2)C)CC2=C(C(=CC(=C2)C)CC2=C(C(=CC=C2C)C)O)O)O)C(=CC1)C)O